N-(1-methyl-3-(4'-((4-methyltetrahydro-2H-pyran-4-yl)methoxy)-4,5,5',6'-tetrahydro-2H-spiro[furan-3,8'-pyrano[3,4-b]pyridin]-2'-yl)-1H-pyrrolo[2,3-c]pyridin-5-yl)acetamide CN1C=C(C=2C1=CN=C(C2)NC(C)=O)C2=CC(=C1C(=N2)C2(OCC1)COCC2)OCC2(CCOCC2)C